BrC1=C(C=C(C=C1)Cl)C1=CC(NN=C1)=O 5-(2-bromo-5-chlorophenyl)pyridazin-3(2H)-one